CC1(OC2=CC=CC=C2C(C1)(C)C1=CC=C(C=C1)O)C 4-(2,2,4-trimethylchroman-4-yl)phenol